[C]=O.[Si] silicon carbon-oxide